tert-butyl 7-(2-((1-(2,6-dioxopiperidin-3-yl)-3-methyl-2-oxo-2,3-dihydro-1H-benzo[d]imidazol-5-yl)ethynyl)pyrimidin-5-yl)-6-oxo-2,7-diazaspiro[4.4]nonane-2-carboxylate O=C1NC(CCC1N1C(N(C2=C1C=CC(=C2)C#CC2=NC=C(C=N2)N2C(C1(CCN(C1)C(=O)OC(C)(C)C)CC2)=O)C)=O)=O